C1C(CC2=CC=CC=C12)N1CC(CC1)C(=O)N[C@@H]([C@H](O)C1=CC2=C(OCCO2)C=C1)CN1CCCC1 1-(2,3-dihydro-1H-inden-2-yl)-N-((1R,2R)-1-(2,3-dihydrobenzo[b][1,4]dioxin-6-yl)-1-hydroxy-3-(pyrrolidin-1-yl)propan-2-yl)pyrrolidine-3-carboxamide